4-isopropylphenyl-(1-hydroxyisopropyl)ketone C(C)(C)C1=CC=C(C=C1)CC(C)(O)C(=O)C(CC1=CC=C(C=C1)C(C)C)(C)O